O1CCC(CC1)OC=1C=CC(=NC1)N 5-((tetrahydro-2H-pyran-4-yl)oxy)pyridin-2-amine